C(C)(C)(C)OC(=O)N[C@@H](C(C)C)C(=O)N[C@@H](C)C(=O)O (t-butoxycarbonyl)-L-valyl-L-alanine